N1=C(C=CC=2CCCNC12)CCCN1C[C@@H](CCC1)C(=O)NCC(C(=O)O)C1=CC=2CCCCC2C=C1 3-((R)-1-(3-(5,6,7,8-tetrahydro-1,8-naphthyridin-2-yl)propyl)piperidine-3-carboxamido)-2-(5,6,7,8-tetrahydronaphthalen-2-yl)propanoic acid